4-chloro-2-methyl-7-vinylpyrido[3,2-d]pyrimidine ClC=1C2=C(N=C(N1)C)C=C(C=N2)C=C